CC=1SC(=CN1)C(=O)O 2-methylthiazole-5-carboxylic acid